CC1=C(C=CC(=C1C=1N=CN(C1)C)NCC1=NC=C(C=C1)C(F)(F)F)S(=O)(=O)N methyl-3-(1-methylimidazol-4-yl)-4-[[5-(trifluoromethyl)-2-pyridinyl]methylamino]benzenesulfonamide